magnesium-cobalt sulfate S(=O)(=O)([O-])[O-].[Co+2].[Mg+2].S(=O)(=O)([O-])[O-]